[I].CN Methylamine iodine